(2S,4S)-4-({5-Ethynyl-3-[(9S)-9-methyl-2,5-dioxa-8-azaspiro[3.5]nonan-8-yl]pyridin-2-yl}oxy)pyrrolidine-2-carboxylic acid C(#C)C=1C=C(C(=NC1)O[C@H]1C[C@H](NC1)C(=O)O)N1CCOC2(COC2)[C@@H]1C